tert-butyl 3-bromo-2-hydroxy-6-(isobutoxymethyl)benzoate BrC=1C(=C(C(=O)OC(C)(C)C)C(=CC1)COCC(C)C)O